FC(C=1C(=C(C=CC1)[C@@H](C)NC=1C2=C(N=CN1)N(C(C(=C2)C2CCS(CC2)(=O)=NC#N)=O)C)F)F [4-[4-[[(1R)-1-[3-(difluoromethyl)-2-fluoro-phenyl]ethyl]amino]-8-methyl-7-oxo-pyrido[2,3-d]pyrimidin-6-yl]-1-oxo-thian-1-ylidene]cyanamide